2-(6-(difluoromethoxy)-[1,1'-biphenyl]-3-yl)-4,4,5,5-tetramethyl-1,3,2-dioxaborolane FC(OC1=CC=C(C=C1C1=CC=CC=C1)B1OC(C(O1)(C)C)(C)C)F